OC1=CC=C(C=C1)C1=CC(SS1)=S 5-p-hydroxyphenyl-3H-1,2-dithiole-3-thione